ClC1=NC(=C2N=CN(C2=N1)[C@H]1[C@@H]([C@@H]([C@@H]2C[C@H]12)O)O)NCCF (1R,2R,3S,4R,5S)-4-(2-chloro-6-((2-fluoroethyl)amino)-9H-purin-9-yl)bicyclo[3.1.0]hexane-2,3-diol